(((1s,4s)-4-(3-bromo-2-(trifluoromethyl)phenoxy)cyclohexyl)oxy)(tert-butyl)diphenylsilane BrC=1C(=C(OC2CCC(CC2)O[Si](C2=CC=CC=C2)(C2=CC=CC=C2)C(C)(C)C)C=CC1)C(F)(F)F